C(#N)C=1C=C2C(=C(C(N(C2=CC1NC[C@@H]1COCC1)C)=O)C(=O)N)N1CCC(CC1)C=1OC2=C(N1)C=C(C=C2)C |r| (rac)-6-cyano-1-methyl-4-[4-(5-methyl-1,3-benzoxazol-2-yl)piperidin-1-yl]-2-oxo-7-{[(oxolan-3-yl)methyl]amino}-1,2-dihydroquinoline-3-carboxamide